3β,7α-dihydroxy-5-cholenoic acid O[C@@H]1CC2=C[C@H]([C@H]3[C@@H]4CC[C@H]([C@@H](CCC(=O)O)C)[C@]4(CC[C@@H]3[C@]2(CC1)C)C)O